N-(3-(1-(4-(5-(difluoromethyl)-1,3,4-oxadiazol-2-yl)-2-fluorobenzyl)-1H-1,2,3-triazol-4-yl)phenyl)-2-(dimethylamino)acetamide FC(C1=NN=C(O1)C1=CC(=C(CN2N=NC(=C2)C=2C=C(C=CC2)NC(CN(C)C)=O)C=C1)F)F